2,6-Bis(benzyloxy)-3-(4-bromo-2-fluorophenyl)pyridine C(C1=CC=CC=C1)OC1=NC(=CC=C1C1=C(C=C(C=C1)Br)F)OCC1=CC=CC=C1